NCCCCCN1N=C2C(=N1)C=CC=C2 2-(5-amino-pentyl)-benzotriazole